CCCCCCCCCCCCCCCC(=O)OC[C@H](COP(=O)(O)OC[C@H](CO)O)OC(=O)CCCCCCCCCCCCCCC 1,2-dihexadecanoyl-sn-glycero-3-phospho-(1'-sn-glycerol)